ClC=1C=C(C=CC1)C=1C=C(SC1)[C@H](CC(=O)[O-])NC(=O)NC=1C(N(C=CC1[O-])C)=O.[Na+].[Na+] Natrium (S)-3-(4-(3-Chlorophenyl)thiophen-2-yl)-3-(3-(1-methyl-4-oxido-2-oxo-1,2-dihydropyridin-3-yl)ureido)propanoat